(2S,4R)-4-(2-((3-chloro-[1,1'-biphenyl]-4-yl)amino)-2-oxoethyl)-1-(2-methylbenzofuro[3,2-d]pyrimidin-4-yl)pyrrolidine-2-carboxylic acid ClC=1C=C(C=CC1NC(C[C@H]1C[C@H](N(C1)C=1C2=C(N=C(N1)C)C1=C(O2)C=CC=C1)C(=O)O)=O)C1=CC=CC=C1